C1(=CC=CC=C1)C=1N=NC2=C(N1)C=CC=C2 3-phenyl-1,2,4-benzotriazine